C1(=CC=CC=C1)C1=NC(N(C(=N1)C1=CC=CC=C1)N)NC(=O)C=1NC=CC1 1H-pyrrole-2-carboxylic acid (4-phenyl-6-phenyl-amino-[1,3,5]triazin-2-yl)-amide